4-(2-bromo-3-methyl-1H-indol-5-yl)piperidine-1-carboxylic acid tert-butyl ester C(C)(C)(C)OC(=O)N1CCC(CC1)C=1C=C2C(=C(NC2=CC1)Br)C